(R)-citrate C(CC(O)(C(=O)[O-])CC(=O)[O-])(=O)[O-]